CN1N=C(C2=CC=C(C=C12)CC1CC2(CN(C2)C(=O)C2CC(C2)(C)O)C1)C (6-((1,3-Dimethyl-1H-indazol-6-yl)methyl)-2-azaspiro[3.3]heptan-2-yl)((1s,3s)-3-hydroxy-3-methylcyclobutyl)methanon